BrC1=NN(C2=C1CN(CC2)C(=O)OC(C)(C)C)C2CCS(CC2)=O tert-butyl 3-bromo-1-(1-oxidotetrahydro-2H-thiopyran-4-yl)-6,7-dihydro-1H-pyrazolo[4,3-c]pyridine-5(4H)-carboxylate